C(=O)(OC(C)(C)C)N1C(CCCC1)CBr N-bocbromomethylpiperidine